N-[5-(1,3-benzoxazol-2-yl)-2-methoxyphenyl]-3-(benzyloxy)benzamide O1C(=NC2=C1C=CC=C2)C=2C=CC(=C(C2)NC(C2=CC(=CC=C2)OCC2=CC=CC=C2)=O)OC